CC=1C(=CC=CC1)S(=O)O ortho-toluenesulfinic acid